O=C1NC=CC2=CC(=CC=C12)OC1CCN(CC1)C(=O)OC(C)(C)C tert-butyl 4-((1-oxo-1,2-dihydroisoquinolin-6-yl)oxy)piperidine-1-carboxylate